CN1N=NC(=C1NC(OCCCC(C)C)=O)C1=NC(=C(C=C1)NS(=O)(=O)C)C 4-methylpentyl (1-methyl-4-(6-methyl-5-(methyl-sulfonamido)pyridin-2-yl)-1H-1,2,3-triazol-5-yl)carbamate